NCCOCCOCCOCCNC(C1=C(C=C(C=C1)NC=1C=2N(C=CN1)C(=CN2)C2=CC=C(C=C2)OC(F)F)C)=O N-(2-(2-(2-(2-aminoethoxy)ethoxy)ethoxy)ethyl)-4-((3-(4-(difluoro-methoxy)phenyl)imidazo[1,2-a]pyrazin-8-yl)amino)-2-methylbenzamide